ClC1=C(C(=O)NC(C(=O)O)CCN(C=2SC=CN2)CCCCC2=NC=3NCCCC3C=C2)C=CC=C1F 2-[(2-chloro-3-fluoro-benzoyl)amino]-4-[4-(5,6,7,8-tetrahydro-1,8-naphthyridin-2-yl)butyl-thiazol-2-yl-amino]butanoic acid